NC[C@@H]1CC[C@H](CC1)C(N[C@H](C(NCCCC[C@H](NC(N[C@@H](CCC(=O)OC(C)(C)C)C(=O)OC(C)(C)C)=O)C(=O)OC(C)(C)C)=O)CC=1C=C2C=CC=NC2=CC1)=O tri-tert-butyl (3S,10S,14S)-1-[trans-4-(aminomethyl)cyclohexyl]-1,4,12-trioxo-3-[(quinolin-6-yl)methyl]-2,5,11,13-tetraazahexadecane-10,14,16-tricarboxylate